C(C)(C)N1C(C(=CCC1)C1=CC=2C(=NC=CC2C=2SC3=C(N2)C=C(C=C3)N)S1)C (2-(1-isopropyl-2-methyl-1,2,5,6-tetrahydropyridin-3-yl)thieno[2,3-b]pyridin-4-yl)benzo[d]thiazol-5-amine